diacetyloxy-(4-chloro-phenyl)-ethenyl-silane C(C)(=O)O[Si](C=C)(C1=CC=C(C=C1)Cl)OC(C)=O